NC=1C=C(C=C(C1)C(F)(F)F)[C@@H](C)NC1=NC(=NC2=CC=C(C=C12)N(C1=C(C=C(C=C1)CC(=O)N(C)C)O)C)C (R)-2-(4-((4-((1-(3-amino-5-(Trifluoromethyl)phenyl)ethyl)amino)-2-methylquinazolin-6-yl)(methyl)amino)-3-hydroxyphenyl)-N,N-dimethylacetamide